2-chloro-N-(1-cyanocyclopropyl)-5-[1-[5-(difluoromethoxy)-2-methyl-4-(trifluoromethyl)pyrazol-3-yl]pyrazol-4-yl]benzamide ClC1=C(C(=O)NC2(CC2)C#N)C=C(C=C1)C=1C=NN(C1)C=1N(N=C(C1C(F)(F)F)OC(F)F)C